diethyl-bis(4,5,6,7-tetrahydro-indenyl)zirconium chloride [Cl-].C(C)[Zr](C1C=CC=2CCCCC12)(C1C=CC=2CCCCC12)CC